O.[Al].[Si].[Fe] iron-silicon-aluminum water